Ethyl 5-(1-ethyl-1H-indazol-6-yl)-1-(1-methyl-1H-indazol-7-yl)-1H-pyrazole-3-carboxylate C(C)N1N=CC2=CC=C(C=C12)C1=CC(=NN1C=1C=CC=C2C=NN(C12)C)C(=O)OCC